[Mg+2].OCC[N+](C)(C)C choline magnesium